C(CCC)[C@@H]1N([C@H](C2=CC=C(C=C2C1)OC)C12CC(C1)(C2)F)C(C#C[Si](C)(C)C)=O 1-((1S,3S)-3-butyl-1-(3-fluorobicyclo[1.1.1]pentan-1-yl)-6-methoxy-3,4-dihydroisoquinolin-2(1H)-yl)-3-(trimethylsilyl)prop-2-yn-1-one